C(C)(C)C1=C(NC2=CC=C(C=C12)C1CCN(CC1)C1CCOCC1)C=1C=C(C(N(C1)CCOC)=O)C 5-(3-isopropyl-5-(1-(tetrahydro-2H-pyran-4-yl)piperidin-4-yl)-1H-indol-2-yl)-1-(2-methoxyethyl)-3-methylpyridin-2(1H)-one